sodium 1,3-dimethyl-2,6-dioxo-5-[(2S,3R,4S,5R)-3,4,5-trihydroxytetrahydro-2H-pyran-2-yl]-1,2,3,6-tetrahydropyrimidin-4-olate CN1C(N(C(=C(C1=O)[C@@H]1OC[C@H]([C@@H]([C@H]1O)O)O)[O-])C)=O.[Na+]